2-(4-cyclopropyl-6-methoxypyrimidin-5-yl)-N-(4-(1-methyl-4-(trifluoromethyl)-1H-imidazol-2-yl)benzyl)-5,7-dihydrofuro[3,4-d]pyrimidin-4-amine C1(CC1)C1=NC=NC(=C1C=1N=C(C2=C(N1)COC2)NCC2=CC=C(C=C2)C=2N(C=C(N2)C(F)(F)F)C)OC